5-((1-(3-(5-oxo-5,6-dihydro-1,6-naphthyridin-7-yl)propyl)piperidin-4-yl)amino)picolinonitrile O=C1C=2C=CC=NC2C=C(N1)CCCN1CCC(CC1)NC=1C=CC(=NC1)C#N